C(C)(C)C1=C(C(=CC=C1)C(C)C)CC(=O)NS(=O)(=O)C=1OC2=C(C1)C(C(CC2)(C)C)O 2-(2,6-diisopropylphenyl)-N-((4-hydroxy-5,5-dimethyl-4,5,6,7-tetrahydrobenzofuran-2-yl)sulfonyl)acetamide